C[Si](CCOCN1N=CC(=C1)C1=CNC2=C(C=CC=C12)N)(C)C 3-[1-(2-trimethylsilylethoxymethyl)pyrazol-4-yl]-1H-indol-7-amine